(rac)-ethyl 6-methyl-3-(4-(naphthalen-1-yloxy)butan-2-yl)-7-(4,4,5,5-tetramethyl-1,3,2-dioxaborolan-2-yl)-1H-indole-2-carboxylate CC1=CC=C2C(=C(NC2=C1B1OC(C(O1)(C)C)(C)C)C(=O)OCC)[C@H](C)CCOC1=CC=CC2=CC=CC=C12 |r|